1,3,6-triazine N1=CN=CC=N1